tert-butyl 2-[4-[3-cyano-4-[(1R)-1-(2-pyridinyl) ethoxy] pyrazolo[1,5-a]pyridin-6-yl]-5-methyl-pyrazol-1-yl]-7-azaspiro[3.5]nonane-7-carboxylate C(#N)C=1C=NN2C1C(=CC(=C2)C=2C=NN(C2C)C2CC1(C2)CCN(CC1)C(=O)OC(C)(C)C)O[C@H](C)C1=NC=CC=C1